(2,6-difluoro-3,5-dimethoxyphenyl)(2-(2-methyl-6-nitrophenylamino)furo[3,2-d]pyridin-6-yl)methanone FC1=C(C(=C(C=C1OC)OC)F)C(=O)N1C=CC=2C(=C1)OC(C2)NC2=C(C=CC=C2[N+](=O)[O-])C